ClC1=CC2=C(NC(=N2)NC(=O)C2(CC2)C2=CC=CC=C2)C=C1Cl N-(5,6-dichloro-1H-benzo[d]imidazol-2-yl)-1-phenylcyclopropane-1-carboxamide